Ethyl (R)-3-methylbenzo[b]thiophene-2-sulfinate CC=1C2=C(SC1[S@](=O)OCC)C=CC=C2